C(C)(=O)N1CCC2=C(C=CC=C12)NC1CCN(CC1)CC(=O)N1[C@@H](C[C@@H](C1)F)C#N (2S,4S)-1-[2-[4-[(1-acetylindolin-4-yl)amino]-1-piperidinyl]acetyl]-4-fluoro-pyrrolidine-2-carbonitrile